ClC1=C(C=CC=C1)NC(CNC(=O)C1=CNC2=CC=CC=C12)=O N-(2-((2-Chlorophenyl)amino)-2-oxoethyl)-1H-indole-3-carboxamide